(R)-N-(1-(3-(difluoromethyl)-2-fluorophenyl)ethyl)-6-(piperidin-4-yl)quinoline-4-amine dihydrochloride Cl.Cl.FC(C=1C(=C(C=CC1)[C@@H](C)NC1=CC=NC2=CC=C(C=C12)C1CCNCC1)F)F